5-(4-((7-ethyl-6-oxo-5,6-dihydro-1,5-naphthyridin-3-yl)methyl)piperazin-1-yl)-N-((1R,2S)-2-fluorocyclopropyl)pyridine C(C)C=1C(NC=2C=C(C=NC2C1)CN1CCN(CC1)C=1C=CCN(C1)[C@H]1[C@H](C1)F)=O